OC=1C(=NC=CC1NC1=CC(C1=O)=O)C(=O)N1CCN(CC1)C 4-((3-hydroxy-2-(4-methylpiperazine-1-carbonyl)pyridin-4-yl)amino)cyclobut-3-ene-1,2-dione